O(C1=CC=CC=C1)CCN1C=[N+](C=C1)CCOC1=CC=CC=C1 1,3-bis(2-phenoxyethyl)imidazolium